O=C1NC(CCC1N1C(C2=CC=C(C=C2C1=O)NCCOCCOCCOCCOCCC(=O)N1CCCCC1)=O)=O 1-(1-((2-(2,6-dioxopiperidin-3-yl)-1,3-dioxoisoindolin-5-yl)amino)-3,6,9,12-tetraoxapentadecan-15-oyl)piperidin